C(CCC)N(C=O)CCCC N,N-Dibutylformamide